CC=1C(=C2C=NNC2=CC1)N1C=CC=C1 (5-methyl-1H-indazol-4-yl)-1H-pyrrole